α-(methylsulfonyloxyimino)-p-bromophenylacetonitrile CS(=O)(=O)ON=C(C#N)C1=CC=C(C=C1)Br